methyl 1-(4-(1-(tert-butoxycarbonyl)azetidin-3-yl)-2-chloro-6-methyl-benzyl)piperidine-4-carboxylate C(C)(C)(C)OC(=O)N1CC(C1)C1=CC(=C(CN2CCC(CC2)C(=O)OC)C(=C1)C)Cl